C(C)N1N=C(N=C1)NC(=O)C1=CC=2N(C=C1OC)N=C(C2CC)C(C2=CC=CC=C2)(C2=CC=CC=C2)O 3-Ethyl-2-(hydroxy-diphenyl-methyl)-6-methoxy-pyrazolo[1,5-a]pyridine-5-carboxylic acid (1-ethyl-1H-[1,2,4]triazol-3-yl)-amide